2-(((2S,4s,6S)-6-((2-(3-cyanophenyl)pyrimidin-4-yl)amino)spiro[3.3]heptan-2-yl)oxy)nicotinamide C(#N)C=1C=C(C=CC1)C1=NC=CC(=N1)NC1CC2(CC(C2)OC2=C(C(=O)N)C=CC=N2)C1